BrC1=CC(=C(C=C1F)C1(CC1)O)CO 1-(4-Bromo-5-fluoro-2-(hydroxymethyl)phenyl)cyclopropan-1-ol